C(C)(C)(C)OC(=O)NCC1=C(C(=O)O)C=CC(=C1)Cl 2-[(tert-butoxycarbonyl)aminomethyl]-4-chloro-benzoic acid